N1C=NC(C1)C#N imidazoline-4-carbonitrile